C(C)(C)(C)[Si](OCC1C(NCC1)=O)(C)C 3-{[(tert-butyldimethyl-silyl)oxy]methyl}pyrrolidin-2-one